NC1=C(C=C2C(=N1)C=C(N2)C(=O)N([C@@H]2CCCC=1C=CC=NC21)CC2=NC=C(C=C2)C2=CC=CC=C2)C (R)-5-amino-6-methyl-N-((5-phenylpyridin-2-yl)methyl)-N-(5,6,7,8-tetrahydroquinolin-8-yl)-1H-pyrrolo[3,2-b]pyridine-2-carboxamide